COC1=CC=C(C=C1)C1OC(=CC(=C1)C1=CC=C(C=C1)OC)C1=CC=C(C=C1)OC 2,4,6-tris-(4-methoxyphenyl)pyran